4-[3-chloro-5-(trifluoromethyl)phenyl]-2-(5-fluoro-1-methyl-pyrazol-3-yl)-5-(trifluoromethyl)pyrazol-3-amine ClC=1C=C(C=C(C1)C(F)(F)F)C1=C(N(N=C1C(F)(F)F)C1=NN(C(=C1)F)C)N